1-(1-Acetylpiperidin-4-yl)-3-(4-(5-(difluoromethyl)-1,3,4-oxadiazol-2-yl)benzyl)-1,3-dihydro-2H-imidazo[4,5-b]pyridin-2-one C(C)(=O)N1CCC(CC1)N1C(N(C2=NC=CC=C21)CC2=CC=C(C=C2)C=2OC(=NN2)C(F)F)=O